2-Butyl-7-(hexahydropyridin-4-yl)-1-(3,4,5,6-tetrahydro-2H-pyran-4-ylmethyl)thieno[3,2-b]imidazo[4,5-d]pyridine-4-amine C(CCC)C1=NC=2C(=C3C(=NC2N)C=C(S3)C3CCNCC3)N1CC1CCOCC1